C1(=CC=CC=C1)P(C1=C(C=C(C=C1)OC)C1=C(C=CC=C1)C/C(/C(=O)[O-])=C\C1=CC=CC=C1)C1=CC=CC=C1 (E)-2-((2'-(diphenylphosphino)-5'-methoxy-[1,1'-biphenyl]-2-yl) methyl)-3-phenylacrylate